ClC1=C(C(=CC=C1)F)C1=NC(=C(C#N)C(=C1)C1=CC=C(C=C1)F)OC 6-(2-Chloro-6-fluoro-phenyl)-4-(4-fluoro-phenyl)-2-methoxy-nicotinonitrile